(2R,3R,11bR)-3-(2,2-dimethylpropyl)-9-[(2-fluorocyclopentyl)oxy]-10-methoxy-1H,2H,3H,4H,6H,7H,11bH-pyrido[2,1-a]isoquinolin-2-ol CC(C[C@H]1[C@@H](C[C@H]2N(CCC3=CC(=C(C=C23)OC)OC2C(CCC2)F)C1)O)(C)C